OC1=CC=C(C=C1)C[C@@H](C(=O)O)NC(CNC(=O)[C@H]1N(CCC1)C(CCCCCCCCCCCCCCC)=O)=O (S)-3-(4-hydroxyphenyl)-2-(2-((S)-1-palmitoylpyrrolidine-2-amido)acetamido)propanoic acid